IC1C(=O)OC(C1I)=O 2,3-diiodosuccinic anhydride